3-amino-4-methyl-1-phenyl-5-Oxopyrrolidine NC1CN(C(C1C)=O)C1=CC=CC=C1